1-(3-methoxy-2,6-dimethylphenyl)-5,6-dimethyl-1H-pyrrolo[2,3-b]-pyridine-3-carbonitrile COC=1C(=C(C(=CC1)C)N1C=C(C=2C1=NC(=C(C2)C)C)C#N)C